C1N(CCC2=CC=CC=C12)C[C@H](CN1CCOC2=C(C1=O)C=CC(=C2)OCC(F)(F)F)O 4-[(2R)-3-(3,4-dihydro-1H-isoquinolin-2-yl)-2-hydroxy-propyl]-8-(2,2,2-trifluoroethoxy)-2,3-dihydro-1,4-benzoxazepin-5-one